methyl Nω-((2,2,4,6,7-pentamethyl-2,3-dihydrobenzofuran-5-yl)sulfonyl)-L-arginate CC1(OC2=C(C1)C(=C(C(=C2C)C)S(=O)(=O)NC(NCCC[C@H](N)C(=O)OC)=N)C)C